3-(2,2,2-trifluoroacetamido)propionoic acid FC(C(=O)NCCC(=O)O)(F)F